ClC1=NC(=CC(=C1)C1NCC(NC1)C)Cl 2-(2,6-dichloropyridin-4-yl)-5-methylpiperazine